METHACRYLIC ACID ETHYL-ACRYLATE C(C)OC(C=C)=O.C(C(=C)C)(=O)O